COC1=CC=CC(=N1)C=CC(=O)O 3-(6-methoxypyridin-2-yl)acrylic acid